C1C(N=C(S1)C2=CNC3=CC=CC=C32)C(=O)O The molecule is a monocarboxylic acid, a member of indoles, a member of 1,3-thiazoles and an imidothioate. It derives from a camalexin.